C(C)(C)(C)OC(=O)NCCCCCC(=O)NC1CCN(CC1)C=1SC=C(N1)C(=O)NC(C(=O)NC(C(=O)OC)=C)=C methyl 2-(2-(2-(4-(6-((tert-butoxycarbonyl)amino)hexanamido)piperidin-1-yl)thiazole-4-carboxamido)acrylamido)acrylate